C1(CCCCC1)CC(=O)NC1=CC2=C(NC(=N2)CC2=CC(=CC=C2)O)C=C1 2-Cyclohexyl-N-[2-[(3-hydroxyphenyl)methyl]-1H-benzimidazol-5-yl]acetamide